5-cyclopentyl-3-hydroxycyclohex-2-en-1-one C1(CCCC1)C1CC(=CC(C1)=O)O